4,5-dihydro-4,4-dimethyl-2-(methylthio)oxazole CC1(N=C(OC1)SC)C